Methyl-10-oxo-1,2,3,4,7,8,9,10-octahydropyrido[4',3':3,4]Pyrazolo[1,5-a]Pyrazine CC1NCCC2=NN3C(C(NCC3)=O)=C21